BrC1OC2=CC=C(C=C2CC1)C(=O)O bromochromane-6-carboxylic acid